1-(4-fluoro-2-methylphenyl)-3-(2-methyl-6-oxo-1,6-dihydropyridin-3-yl)-4-oxo-1,2,3,4-tetra-hydroquinazoline-7-carbonitrile FC1=CC(=C(C=C1)N1CN(C(C2=CC=C(C=C12)C#N)=O)C1=C(NC(C=C1)=O)C)C